FC=1C=C(CN2C(N(C(C=3N=C(N=NC32)C3=CC=C(C=C3)OCCN3CCCCC3)=O)C)=O)C=CC1F 8-(3,4-difluorobenzyl)-6-methyl-3-(4-(2-(piperidin-1-yl)ethoxy)phenyl)pyrimido[5,4-e][1,2,4]triazin-5,7(6H,8H)-dione